C(C)(C)(C)OC(=O)N1CC(C2=CC(=CC=C12)N1C(=CC2=CC=C(C=C12)OC(F)(F)F)C(=O)O)CC(=O)OC 1-(1-(tert-butoxycarbonyl)-3-(2-methoxy-2-oxoethyl)indolin-5-yl)-6-(trifluoromethoxy)-1H-indole-2-carboxylic acid